N,N-diMethyl-nicotinamide ethyl-L-tartrate C(C)[C@@](C(=O)O)(O)[C@@H](O)C(=O)O.CN(C(C1=CN=CC=C1)=O)C